N-(2-phenylethyl)-beta-aminopropionic acid C1(=CC=CC=C1)CCNCCC(=O)O